C(C1=CC=CC=C1)S(=O)(=O)OCCCC butyl toluenesulfonate